IC=1C=C(CNC(=N)N)C=CC1 m-Iodobenzylguanidin